(1r,3r)-3-(3-(6-((6-methyl-1,4-oxaazepan-4-yl)methyl)-1-oxo-4-(trifluoromethyl)isoindolin-2-yl)phenyl)-3-((4-methyl-4H-1,2,4-triazol-3-yl)methyl)cyclobutane-1-carbonitrile CC1CN(CCOC1)CC1=CC(=C2CN(C(C2=C1)=O)C=1C=C(C=CC1)C1(CC(C1)C#N)CC1=NN=CN1C)C(F)(F)F